C1(CCCCC1)CO[C@@H]([C@@H](C(=O)NN)NC(=O)[C@@H]1CN(CC12CN(C2)C(=O)[C@@H]2C(C2)(C)C)C(=O)C2=CN=CS2)C (S)-N-((2S,3R)-3-(cyclohexylmethoxy)-1-hydrazinyl-1-oxobutan-2-yl)-2-((S)-2,2-dimethylcyclopropane-1-carbonyl)-6-(thiazole-5-carbonyl)-2,6-diazaspiro[3.4]octane-8-carboxamide